C(C=C)(=O)N1C2C(CC(C1)C2)N2N=C(C=1C2=NC=NC1N)C1=CC=C(C(=O)NC2=NC=CC(=C2)C#N)C=C1 4-(1-(2-acryloyl-2-azabicyclo[2.2.1]heptan-6-yl)-4-amino-1H-pyrazolo[3,4-d]pyrimidin-3-yl)-N-(4-cyanopyridin-2-yl)benzamide